N~2~-[1-(cyclopropylmethyl)-1H-pyrazol-4-yl]-6-fluoro-7-(8-methyl-2,3-dihydro-1H-pyrido[2,3-b][1,4]oxazin-7-yl)quinazoline-2,5-diamine C1(CC1)CN1N=CC(=C1)NC1=NC=2C=C(C(=C(C2C=N1)N)F)C1=C(C2=C(OCCN2)N=C1)C